5-(2-methylbenzyl)thiophene-2-carboxylic acid CC1=C(CC2=CC=C(S2)C(=O)O)C=CC=C1